C(C)(C)N(C(C)C)C(N(C(C)C)C(C)C)[SiH3] bis(di-iso-propylamino)methylsilane